BrC=1C=NC=CC1SC 3-bromo-4-(methylthio)pyridine